BrC1=CC(=C(C=C1F)N1CCN(CC1)C1=CC(=C(N)C=C1F)OC)F 4-(4-(4-Bromo-2,5-difluorophenyl)piperazin-1-yl)-5-fluoro-2-methoxyaniline